S(=O)(=O)(O)O.C=CC=C butanediene sulfate